N1=CC(=CC(=C1)C1(CC1)C=1NC(C2=C(N1)CCN(C2)C([C@H](O)C2=CC(=CC=C2)Cl)=O)=O)C=2C=NC=CC2 (R)-2-(1-([3,3'-bipyridin]-5-yl)cyclopropyl)-6-(2-(3-chlorophenyl)-2-hydroxyacetyl)-5,6,7,8-tetrahydropyrido[4,3-d]pyrimidin-4(3H)-one